(R)-2,2'-dimethyl-1,1'-binaphthyl CC1=C(C2=CC=CC=C2C=C1)C3=C(C=CC4=CC=CC=C43)C